[N+](=O)([O-])C1=CC=C(OC2=CC3=C(S2)C=CC=C3)C=C1 (4-nitrophenoxy)benzo[b]thiophene